ClC1=C(C(=CC=C1F)Cl)C(C)OC=1C=C(C=CC1)C1=NC=C(C=N1)N=C(C1=CC=CC=C1)C1=CC=CC=C1 2-{3-[1-(2,6-dichloro-3-fluorophenyl)ethoxy]Phenyl}-N-(diphenylmethylene)pyrimidin-5-amine